(tolyl) di-2,6-xylenyl phosphate P(=O)(OC1=C(C=CC=C1)C)(OC1=C(C=CC=C1C)C)OC1=C(C=CC=C1C)C